(E)-3-[5,7-difluoro-2-(4-fluorophenyl)-1H-indol-3-yl]prop-2-enoic acid FC=1C=C2C(=C(NC2=C(C1)F)C1=CC=C(C=C1)F)/C=C/C(=O)O